2-chloro-6-methoxy-4-[3-(trifluoromethyl)-7,8-dihydro-5H-1,6-naphthyridin-6-yl]quinazoline ClC1=NC2=CC=C(C=C2C(=N1)N1CC=2C=C(C=NC2CC1)C(F)(F)F)OC